Methyl (2S,5R)-1-((S)-4-(((benzyloxy)carbonyl)amino)-2-((tert-butoxycarbonyl)amino)butanoyl)-4-vinylpyrrolidine-2-carboxylate C(C1=CC=CC=C1)OC(=O)NCC[C@@H](C(=O)N1[C@@H](CC(C1)C=C)C(=O)OC)NC(=O)OC(C)(C)C